5-dodecyl benzenesulfonate C1(=CC=CC=C1)S(=O)(=O)OC(CCCC)CCCCCCC